NC=1C=C2CCC(NC2=C(C1)C)=O 6-amino-8-methyl-3,4-dihydro-1H-quinolin-2-one